CSCCCNC(=O)C1=CC2=C(N(C(=N2)NC=2SC3=C(N2)C=CC(=C3)OC(F)(F)F)C)C=C1 1-Methyl-2-(6-trifluoromethoxy-benzothiazol-2-ylamino)-1H-benzoimidazole-5-carboxylic acid (3-methylsulfanyl-propyl)-amide